N1C(COCC1)CCCO 3-morpholinepropanol